FC=1C=C(C=NC1F)C1C(NC(CC1)=O)=O 3-(5,6-difluoro-3-pyridinyl)piperidine-2,6-dione